tetrahydro-2H-pyran-3,4,5-tri-yl triacetate C(C)(=O)OC1COCC(C1OC(C)=O)OC(C)=O